ClC=1C(=C(C=C(C1)Cl)S(=O)(=O)[O-])O.[Na+] Sodium 3,5-dichloro-2-hydroxybenzenesulfonate